F[P-](F)(F)(F)(F)F.N1C=[NH+]CC1 4,5-dihydro-1H-imidazolium hexafluorophosphate